N1=CC=C(C=C1)CN1CCC(CC1)NC(CCCCCCCC)=O N-[1-(pyridin-4-ylmethyl)piperidin-4-yl]nonanamide